C(C)(C)(C)C=1C(C(=CC(C1)=CC1=CC=C(C=C1)[N+](=O)[O-])C(C)(C)C)=O 2,6-di-tertbutyl-4-(4-nitrobenzylidene)-cyclohexa-2,5-dienone